BrC=1C=C2C(=NC1Cl)C(=NN2C(C)C)N bromo-5-chloro-1-isopropyl-1H-pyrazolo[4,3-B]pyridin-3-amine